(1S,4S)-N1-(2-iodo-1-(2,2,2-trifluoroethyl)-1H-indol-4-yl)-N4,N4-dimethylcyclohexane-1,4-diamine IC=1N(C2=CC=CC(=C2C1)NC1CCC(CC1)N(C)C)CC(F)(F)F